ClC1=C(C=C(C=C1)NC(=O)C=1N(N=C(C1C(F)(F)F)C(C(F)(F)F)(F)F)C)C(NC1CC1)=O N-[4-chloro-3-(cyclopropylcarbamoyl)phenyl]-2-methyl-5-(1,1,2,2,2-pentafluoroethyl)-4-(trifluoromethyl)-pyrazole-3-carboxamide